CC1(C(NC(CC1)=O)=O)C1=CC=C(C=N1)N1CCN(CC1)C(=O)[O-] 4-(6-(3-methyl-2,6-dioxopiperidin-3-yl)pyridin-3-yl)piperazine-1-carboxylate